Tert-butyl 2-((4-(cyanomethyl) phenyl) amino)-6-azaspiro[3.4]octane-6-carboxylate C(#N)CC1=CC=C(C=C1)NC1CC2(C1)CN(CC2)C(=O)OC(C)(C)C